(R)-5-((5-(1-amino-8-azaspiro[4.5]decan-8-yl)pyrazin-2-yl)thio)-4-chloropyridazin-3-ol N[C@@H]1CCCC12CCN(CC2)C=2N=CC(=NC2)SC=2C(=C(N=NC2)O)Cl